N-(3-(3,3-dimethyl-1-(4-methyl-4H-1,2,4-triazol-3-yl)cyclobutyl)phenyl)-5-((3-fluoro-3-methylazetidin-1-yl)methyl)-2-oxo-1-(2,2,2-trifluoroethyl)-1,2-dihydropyridine-3-carboxamide CC1(CC(C1)(C1=NN=CN1C)C=1C=C(C=CC1)NC(=O)C=1C(N(C=C(C1)CN1CC(C1)(C)F)CC(F)(F)F)=O)C